ClC1=CC=C(C=C1)[C@](COC)(C)C=1N=C(SC1)NC(C1=C(C=C(C=C1F)N1CCNCC1)F)=O (R)-N-(4-(2-(4-chlorophenyl)-1-methoxypropan-2-yl)thiazol-2-yl)-2,6-difluoro-4-(piperazin-1-yl)benzamide